NN1C(N=NC(=C1)C(C)(C)C)SC 4-amino-6-(1,1-dimethylethyl)-3-(methylthio)-1,2,4-triazin